Tetrahydro-pyren C1CCC2C=CC3=CC=CC4=CC=C1C2=C34